BrC1=CC=C(C=C1)CCC(=O)NC 3-(4-bromophenyl)-N-methylpropanamide